COC(C(C[C@H]1C(N[C@H]2C[C@@H]12)=O)N)=O 2-amino-3-((1S,4R,5S)-3-oxo-2-azabicyclo[3.1.0]hex-4-yl)propanoic acid methyl ester